S1C(=NC2=C1C=CC=C2)NC(=O)C=2C=CC=C1CCN(CC21)C2=CC=C(C(=N2)C(=O)O)C=2C=NN(C2C)CC2(CC(CCC2)(C)C)N2CCOCC2 6-[8-(1,3-benzothiazol-2-ylcarbamoyl)-3,4-dihydroisoquinolin-2(1H)-yl]-3-(1-{[3,3-dimethyl-1-(morpholin-4-yl)cyclohexyl]methyl}-5-methyl-1H-pyrazol-4-yl)pyridine-2-carboxylic acid